1,3-dimethyl-beta-naphthol CC1=C(C(=CC2=CC=CC=C12)C)O